COC1=CC=C(C=C1C1=C(C=CC=C1C)C)C=1NC(=C([N+]1[O-])C(NC1=CC(=CC=C1)C=1N=NN(C1)C)=O)C 2-(6-methoxy-2',6'-dimethyl-[1,1'-biphenyl]-3-yl)-5-methyl-4-((3-(1-methyl-1H-1,2,3-triazol-4-yl)phenyl)carbamoyl)-1H-imidazole 3-oxide